CC(C(C(=O)[O-])(C)C)(CCCC(=O)[O-])C.CC(C(C(=O)O)(C)C)(CCCC(=O)O)C.CC([O-])C.CC([O-])C.[Ti+4] titanium di(isopropoxide) di(tetramethylpimelate)